OC1=CC=C(C=C1)C(C1=CC(=C(C=C1C)O)C1CCCCC1)C1=CC(=C(C=C1C)O)C1CCCCC1 4,4'-[(4-hydroxyphenyl)methylene]bis(2-cyclohexyl-5-methylphenol)